[Si](C1=CC=CC=C1)(C1=CC=CC=C1)(C(C)(C)C)OC(C/C=C/C(=O)OCC)C ethyl (E)-5-((tert-butyldiphenylsilyl)oxy)hex-2-enoate